5,6-dihydrobenzo[b]thiophen-7(4H)-one S1C2=C(C=C1)CCCC2=O